(2S,4R)-1-((S)-2-acrylamido-3,3-dimethylbutyryl)-4-hydroxy-N-(4-(4-methylthiazol-5-yl)benzyl)pyrrolidine-2-carboxamide C(C=C)(=O)N[C@H](C(=O)N1[C@@H](C[C@H](C1)O)C(=O)NCC1=CC=C(C=C1)C1=C(N=CS1)C)C(C)(C)C